1,4-Bis(acrylamido)butan C(C=C)(=O)NCCCCNC(C=C)=O